OC=1C=C(C=CC1O)/C=C/C(=O)OCCC1=CC=C(C=C1)[N+](=O)[O-] (E)-4-nitrophenethyl 3-(3,4-dihydroxyphenyl)acrylate